C(C1=CC=CC=C1)O[C@@H]1[C@@H]([C@H]([C@@H]2O[C@@H](OC[C@H]2O1)C1=CC=CC=C1)O)NC(C)=O N-((2R,4aR,6S,7R,8R,8aS)-6-(benzyloxy)-8-hydroxy-2-phenylhexahydropyrano[3,2-d][1,3]dioxin-7-yl)acetamide